NC=1C2=C(N=CN1)N(C=C2C=2C(=C1CCN(C1=CC2)C(CC2=C(C=CC(=C2)C(F)(F)F)F)=O)F)CCC(=O)O 3-(4-AMINO-5-(4-FLUORO-1-(2-(2-FLUORO-5-(TRIFLUOROMETHYL)PHENYL)ACETYL)INDOLIN-5-YL)-7H-PYRROLO[2,3-D]PYRIMIDIN-7-YL)PROPANOIC ACID